3-[3-ethylsulfonyl-7-(trifluoromethyl)imidazo[1,2-a]pyridin-2-yl]-7-(trifluoromethyl)chromen-4-one C(C)S(=O)(=O)C1=C(N=C2N1C=CC(=C2)C(F)(F)F)C2=COC1=CC(=CC=C1C2=O)C(F)(F)F